COC1=CC=C(CNC2=NN=C(C3=CC=CC=C23)C2=CC=C(C=C2)C=C)C=C1 N-(4-methoxybenzyl)-4-(4-vinyl-phenyl)phthalazine-1-amine